C(#N)C(C(=O)OCC)=NOC1N(CCOC1)N(C)C (1-cyano-2-ethoxy-2-oxoethylideneaminoxy)dimethylamino-morpholine